6-bromo-8-fluoro-1,2,3,4-tetrahydro-isoquinoline BrC=1C=C2CCNCC2=C(C1)F